hydrogen persulphate S(=O)(=O)(O)OOS(=O)(=O)[O-]